BrC1=CC=C(C2=CC=CC=C12)C1=C(N=C2C(=N1)OC1=C2C=CC=C1)C1=CC=2C=CC3=CC=CC=C3C2C=C1 3-(4-bromonaphthalen-1-yl)-2-(phenanthren-2-yl)benzofuro[2,3-B]Pyrazine